S(C1=CC=C(C=C1)OCCOC1=C(C2=CC=CC=C2C=C1)C1=C(C=CC2=CC=CC=C12)OCCO)C1=CC=C(C=C1)OCCOC1=C(C2=CC=CC=C2C=C1)C1=C(C=CC2=CC=CC=C12)OCCO 2,2'-{sulfanediylbis[(4,1-phenylene)oxyethane-2,1-diyloxy[1,1'-binaphthalene]-2',2-diyloxy]}di(ethan-1-ol)